BrCCOC1=CC2=C(N(C=N2)C2CN(C2)C(=O)N)C(=C1)C(F)(F)F 3-(5-(2-bromoethoxy)-7-(trifluoromethyl)-1,3-benzodiazol-1-yl)azetidine-1-carboxamide